N1=NC(=CC=C1)OC(CCO)O (pyridazin-3-yloxy)propane-1,3-diol